4-(2-(4-(6-((4-cyano-2-fluorobenzyl)oxy)pyridin-2-yl)piperidin-1-yl)-3-Fluoropropionamido)-3-((((S)-oxetan-2-yl)methyl)amino)benzoic acid methyl ester COC(C1=CC(=C(C=C1)NC(C(CF)N1CCC(CC1)C1=NC(=CC=C1)OCC1=C(C=C(C=C1)C#N)F)=O)NC[C@H]1OCC1)=O